C(C)OC1CN(C1)CC=1C=NC=NC1 5-((3-ethoxyazetidin-1-yl)methyl)pyrimidin